CC1=NNC(=C1)C(=O)N/N=C(\C)/C1=CC2=CC=CC=C2C=C1 (E)-3-methyl-N'-(1-(naphthalen-2-yl)ethylidene)-1H-pyrazole-5-carbohydrazide